[Sc].[Zn].[Mn] manganese zinc-scandium